imino(3-((7-methoxyquinolin-4-yl)methoxy)cyclopentyl)(methyl)-λ6-sulfanone N=S(=O)(C)C1CC(CC1)OCC1=CC=NC2=CC(=CC=C12)OC